2-p-tolyl-(4-vinylphenyl)amine C1(=CC=C(C=C1)C1=C(C=CC(=C1)C=C)N)C